C1(CC1)C1=C2C=NN(C2=CC=C1NC1=NC(=NN1C)C=1C=CC=C(C(=O)NCC(F)(F)F)C1)C1OCCCC1 5-[(4-cyclopropyl-1-tetrahydropyran-2-yl-indazol-5-yl-amino)-1-methyl-1,2,4-triazol-3-yl]-N-(2,2,2-trifluoroethyl)benzamide